C(C)[C@@H]1N(C[C@H](N(C1)C(C)C=1C=C2N=CC=NC2=CC1)C)C=1C=2C(N(C(C1)=O)C)=CN(N2)CC#N 2-(7-((2S,5R)-2-ethyl-5-methyl-4-(1-(quinoxalin-6-yl)ethyl)piperazin-1-yl)-4-methyl-5-oxo-4,5-dihydro-2H-pyrazolo[4,3-b]pyridin-2-yl)acetonitrile